bis[4-(vinyloxy) butyl] terephthalate C(C1=CC=C(C(=O)OCCCCOC=C)C=C1)(=O)OCCCCOC=C